C(#N)C=1C=CC(=C(C1)C1=C(C(=O)O)C=CC(=N1)C)OC (5-cyano-2-methoxyphenyl)-6-methylnicotinic acid